CC(CCN1CCC2(CCCN(C2)S(=O)(=O)C=2C=NC(=CC2)C)CC1)(C)C 9-(3,3-Dimethylbutyl)-2-((6-methylpyridin-3-yl)sulfonyl)-2,9-diazaspiro[5.5]undecane